COC(\C=C(\CC1=C(C=C(C(=C1)F)F)F)/N)=O.C(C)(=O)[C-]1C=CC=C1.[C-]1(C=CC=C1)C(C)=O.[Fe+2] diacetyl-ferrocene methyl-(Z)-3-amino-4-(2,4,5-trifluorophenyl)-2-butenoate